S(C1=C(C=C(C(=C1)C(C)(C)C)O)C)C1=C(C=C(C(=C1)C(C)(C)C)O)C 4,4'-thiobis-(6-t-butyl-3-methylphenol)